(R)-6-bromo-7-methoxy-2-methyl-N-(1-(3-nitro-5-(trifluoromethyl)phenyl)ethyl)quinazolin-4-amine BrC=1C=C2C(=NC(=NC2=CC1OC)C)N[C@H](C)C1=CC(=CC(=C1)C(F)(F)F)[N+](=O)[O-]